3-(4-(methoxycarbonyl)phenyl)-1-(4-methoxyphenyl)cyclopentane-1-carboxylic acid COC(=O)C1=CC=C(C=C1)C1CC(CC1)(C(=O)O)C1=CC=C(C=C1)OC